COC(C1=CC(=CC(=C1)C=1SC(=CN1)C)OCC#CC)=O 3-(but-2-yn-1-yloxy)-5-(5-methyl-1,3-thiazol-2-yl)benzoic acid methyl ester